C(C)N(C(=O)C=1SC=CC1OC=1C=NC=NC1)C(C)C N-ethyl-N-isopropyl-3-(pyrimidine-5-yloxy)thiophene-2-carboxamide